C(C)N1N=C2N=C(C=NC2=C1)N[C@@H](C)C=1C=C(C=CC1)NC(=O)C=1OC(=CC1)C (S)-N-(3-(1-((2-ethyl-2H-pyrazolo[3,4-b]pyrazin-6-yl)amino)ethyl)phenyl)-5-methylfuran-2-carboxamide